C1=CC=CC=2C3=CC=CC=C3C(C12)COC(=O)N[C@@H](CCCCNC(=O)N1CCN(CC1)CC(=O)OC(C)(C)C)C(=O)O N2-(((9H-fluoren-9-yl)methoxy)carbonyl)-N6-(4-(2-(tert-butoxy)-2-oxoethyl)piperazine-1-carbonyl)-L-lysine